BrC=1C=C2C(=NC1)N(C(=N2)C=2N=C(N(C2SCC)C)C2CC2)C 6-bromo-2-[2-cyclopropyl-5-(ethylsulfanyl)-1-methyl-1H-imidazol-4-yl]-3-methyl-3H-imidazo[4,5-b]pyridine